C(C1=CC=CC=C1)C(CC1=CC=CC2=CC=CC=C12)N benzyl-2-(naphthalen-1-yl)ethan-1-amine